fluoro-5-(2-(4-fluoro-3-methoxy-5-methylphenylamino)-5-methylpyrimidin-4-ylamino)benzo[d]oxazol-2(3H)-one FN1C(OC2=C1C=C(C=C2)NC2=NC(=NC=C2C)NC2=CC(=C(C(=C2)C)F)OC)=O